sodium bicarbonate hydrogencarbonate C(O)([O-])=O.C(O)(O)=O.[Na+]